ClC1=C(C(=O)Cl)C=CC(=C1)Cl 2,4-dichlorobenzoyl chloride